2-(1H-benzo[d]imidazol-1-yl)-1-(2-(4-(2-fluorobenzyl)-6-methylpyridin-2-yl)morpholino)ethan-1-one N1(C=NC2=C1C=CC=C2)CC(=O)N2CC(OCC2)C2=NC(=CC(=C2)CC2=C(C=CC=C2)F)C